4-(3-(2-(2,4-dimethoxy-5-methyl-5,7-dihydro-6H-pyrrolo[3,4-d]pyrimidin-6-yl)-2-oxoethyl)azetidin-1-yl)benzonitrile COC=1N=C(C2=C(N1)CN(C2C)C(CC2CN(C2)C2=CC=C(C#N)C=C2)=O)OC